NC1=C(C(=NC=N1)N1CC(C(CC1)O)N1C(C(CCC1)NC1=CC(=CC(=C1)F)Cl)=O)F Trans-1'-(6-amino-5-fluoropyrimidin-4-yl)-3-(3-chloro-5-fluorophenylamino)-4'-hydroxy-1,3'-bipiperidin-2-one